N(=[N+]=[N-])[C@H](CS)CO[Si](C1=CC=CC=C1)(C1=CC=CC=C1)C(C)(C)C (S)-2-azido-3-((tert-butyldiphenylsilyl)oxy)propane-1-thiol